(S)-isoprene C=CC(C)=C